(l)-1,2-Dinonanoyl-sn-glycero-3-phosphoethanolamine C(CCCCCCCC)(=O)OC[C@@H](OC(CCCCCCCC)=O)COP(=O)(O)OCCN